COC1=C(C=CC=C1)C1=NC=CC2=C1CN(C2=O)C2=NN(C=C2)C 4-(2-methoxyphenyl)-2-(1-methyl-1H-pyrazol-3-yl)-2,3-dihydro-1H-pyrrolo[3,4-c]pyridin-1-one